6-((4-cyanocyclohexyl)amino)pyrimidine-4-carboxylic acid C(#N)C1CCC(CC1)NC1=CC(=NC=N1)C(=O)O